N-[(3-{[5-amino-7-(butyl-amino)-1H-pyrazolo[4,3-d]pyrimidin-1-yl]methyl}-4-methoxyphenyl)methyl]-2-(dimethylamino)acetamide NC=1N=C(C2=C(N1)C=NN2CC=2C=C(C=CC2OC)CNC(CN(C)C)=O)NCCCC